C12COCC(CC1)N2C(=O)N2CC1=C(C=C(C=C1CC2)C=2C=C1C(=NC2)NC=C1C)[C@H]1NCCOC1 (3-oxa-8-azabicyclo[3.2.1]octane-8-yl)(6-(3-methyl-1H-pyrrolo[2,3-b]pyridin-5-yl)-8-((R)-morpholin-3-yl)-3,4-dihydroisoquinolin-2(1H)-yl)methanone